8-isopropyl-6,7-dimethoxy-1,1-dimethyl-10-oxo-2,10-dihydro-1H-dibenzo[a,d][7]annulen-2-yl acetate C(C)(=O)OC1C(C=2C(=CC3=C(C(C2)=O)C=C(C(=C3OC)OC)C(C)C)C=C1)(C)C